O=C1NC2=CC=CC=C2C=C1 2-ketoquinoline